O1C(CCCC1)OCCOCC(=O)OC methyl 2-(2-((tetrahydro-2H-pyran-2-yl)oxy)ethoxy)acetate